3-(4-(4-(((4-fluorophenyl)sulfinyl)methyl)-1H-imidazol-1-yl)phenyl)-5-(trifluoromethyl)-1,2,4-oxadiazole FC1=CC=C(C=C1)S(=O)CC=1N=CN(C1)C1=CC=C(C=C1)C1=NOC(=N1)C(F)(F)F